C(C)N(C(OC(C)(C)C)=O)C=1C=C(C=C2C(C(NC12)=O)(N1C[C@@H](CCC1)NC=1C=NC(=CC1)CO)C)F tert-butyl N-ethyl-N-[5-fluoro-3-methyl-2-oxo-3-[(3R)-3-[[6-(hydroxymethyl)-3-pyridyl]amino]-1-piperidyl]indolin-7-yl]carbamate